5-chloro-N-(2-methoxy-6-(trifluoromethyl)phenyl)-2-((4-(4-methylpiperazin-1-yl)-3-(trifluoromethyl)phenyl)amino)pyrimidine-4-carboxamide ClC=1C(=NC(=NC1)NC1=CC(=C(C=C1)N1CCN(CC1)C)C(F)(F)F)C(=O)NC1=C(C=CC=C1C(F)(F)F)OC